C(C=C)(=O)OC(C(C)(CC)CCCC)OC(C=C)=O 2-butyl-2-ethylpropanediol diacrylate